FC1=C2CC[C@]3(CCC=4C(=NC(=NC4C3)OC[C@H]3N(CCC3)C)N3C[C@@H](N(CC3)C(C(=C)F)=O)CC#N)CC2=CC=C1 2-((S)-4-((R)-5-fluoro-2'-(((S)-1-methylpyrrolidin-2-yl)methoxy)-3,4,5',8'-tetrahydro-1H,6'H-spiro[naphthalene-2,7'-quinazolin]-4'-yl)-1-(2-fluoroacryloyl)piperazin-2-yl)acetonitrile